N-(5-(1H-pyrrol-2-yl)-1H-indol-4-yl)-1-(difluoromethyl)cyclopropane-1-carboxamide N1C(=CC=C1)C=1C(=C2C=CNC2=CC1)NC(=O)C1(CC1)C(F)F